NC=1C(=C(C=C2C=C(N=CC12)NC(=O)C1C(C1CN(C)C)CC#N)C=1C=NC=CC1C)F N-(8-amino-7-fluoro-6-(4-methylpyridin-3-yl)isoquinolin-3-yl)-2-(cyanomethyl)-3-((dimethylamino)methyl)cyclopropane-1-carboxamide